P(O)([O-])[O-] hydrogen phosphite